O=S.[Gd].[Eu] europium gadolinium oxysulfide